potassium 6-hydroxycaproic acid salt OCCCCCC(=O)[O-].[K+]